1-(1-(5,7-difluoro-3-methylbenzo[b]thiophen-2-yl)-2,2,2-trifluoroethyl)-3-(2-(3,3-difluoropyrrolidin-1-yl)pyrimidin-5-yl)urea FC1=CC2=C(SC(=C2C)C(C(F)(F)F)NC(=O)NC=2C=NC(=NC2)N2CC(CC2)(F)F)C(=C1)F